(S)-1-(benzo[d]thiazol-2-ylmethyl)-3-(1-methoxy-3-p-tolylpropan-2-yl)-1H-benzo[d]imidazol-2(3H)-imine S1C(=NC2=C1C=CC=C2)CN2C(N(C1=C2C=CC=C1)[C@H](COC)CC1=CC=C(C=C1)C)=N